O=C1[C@H]2CN([C@@H](C1)C2)C2=NC=1N(C=C2)N=CC1C(=O)O 5-((1R,4R)-2-oxo-5-azabicyclo[2.2.1]heptan-5-yl)pyrazolo[1,5-a]pyrimidine-3-carboxylic acid